OC1=C(CN(C=2C=CC3=C(C12)C=CC=C3)C3=CC=CC=C3)C(C(F)(F)F)=O 1-hydroxy-4-phenyl-2-(trifluoroacetyl)benzo[f]quinolin